COC=1C=CC(=NC1)COC=1C=C2CN(CC2=CC1)C=1C=CC(N(N1)C)=O 6-{5-[(5-methoxypyridin-2-yl)methoxy]-2,3-dihydro-1H-isoindol-2-yl}-2-methyl-2,3-dihydropyridazin-3-one